N-(6-bromoimidazo[1,2-a]pyridin-2-yl)-2,2,6,6-tetramethyltetrahydro-2H-pyran-4-carboxamide BrC=1C=CC=2N(C1)C=C(N2)NC(=O)C2CC(OC(C2)(C)C)(C)C